NC=1C=C(C=C2C=C(N=CC12)NC(=O)[C@H]1[C@H](C1)F)N1[C@@H](CCC1=O)CC |&1:19| (±)-cis-N-(8-amino-6-(2-ethyl-5-oxopyrrolidin-1-yl)isoquinolin-3-yl)-2-fluorocyclopropanecarboxamide